4-(8-chloro-3-quinolylamino)-2-{3-methoxy-4-[(1s,3s)-3-(dimethylamino)cyclobutoxy]phenylamino}pyrimidine ClC=1C=CC=C2C=C(C=NC12)NC1=NC(=NC=C1)NC1=CC(=C(C=C1)OC1CC(C1)N(C)C)OC